2-(2-chlorophenyl)-N-[4-(4-isopropyl-1H-pyrazol-1-yl)-3-sulfamoylphenyl]acetamide ClC1=C(C=CC=C1)CC(=O)NC1=CC(=C(C=C1)N1N=CC(=C1)C(C)C)S(N)(=O)=O